BrCC(=O)NC1=CC(=C(C=C1)OC)OC 2-bromo-N-(3,4-dimethoxyphenyl)acetamide